C(C)(C)(C)C=1C=C(C=CC1)[C@H](C)NC(=O)C1=CC=C2C(=C(N(C2=C1)C)C)CC1=CC=C(OC(C(=O)O)(C)C)C=C1 (S)-2-(4-((6-((1-(3-(tert-butyl)phenyl)ethyl)carbamoyl)-1,2-dimethyl-1H-indol-3-yl)methyl)phenoxy)-2-methylpropanoic acid